2,6-Dimethoxy-N-{4-methoxy-6-[(5-methyl-1H-pyrazol-1-yl)methyl]-1,2-benzoxazol-3-yl}benzene-1-sulfonamide COC1=C(C(=CC=C1)OC)S(=O)(=O)NC1=NOC2=C1C(=CC(=C2)CN2N=CC=C2C)OC